CC1=NN2C(N(CC(C2)CNC(C=C)=O)C2=CC=C(C=C2)C(F)(F)F)=C1 N-((2-methyl-4-(4-(trifluoromethyl)phenyl)-4,5,6,7-tetrahydropyrazolo[1,5-a]pyrimidin-6-yl)methyl)acrylamide